2-methyl-7-(trifluoromethyl)-[1,3,4]thiadiazolo[3,2-a]pyrimidin-5-one CC1=NN2C(=NC(=CC2=O)C(F)(F)F)S1